2-[(5Z)-5-[(3-hydroxyphenyl)methylidene]-4-oxo-2-sulfanylidene-1,3-thiazolidin-3-yl]propanoic acid OC=1C=C(C=CC1)\C=C/1\C(N(C(S1)=S)C(C(=O)O)C)=O